(Z)-2-(4-((6-chloro-7-fluoro-1H-indol-3-yl)methylene)-2,5-dioxoimidazol-1-yl)-2-(4-cyano-3-fluorophenyl)-N-(1,3-dihydroxypropan-2-yl)acetamide ClC1=CC=C2C(=CNC2=C1F)\C=C\1/NC(N(C1=O)C(C(=O)NC(CO)CO)C1=CC(=C(C=C1)C#N)F)=O